ClC1=C(C(=CC=C1)CO)C=1C(=CC=CC1)C=O 2'-chloro-6'-hydroxymethyl-[1,1'-biphenyl]-2-carbaldehyde